6-[1-(2-Chloro-6-fluoro-phenyl)-piperidin-4-yl]-7-methyl-4-(2-trifluoromethyl-benzyl)-2,4,6,7-tetrahydro-pyrazolo[4,3-d]pyrimidin-5-one ClC1=C(C(=CC=C1)F)N1CCC(CC1)N1C(N(C=2C(C1C)=NNC2)CC2=C(C=CC=C2)C(F)(F)F)=O